lithium 2-[(3R)-3-(3-chlorophenoxy) pyrrolidin-1-yl]-2-methylpropionate ClC=1C=C(O[C@H]2CN(CC2)C(C(=O)[O-])(C)C)C=CC1.[Li+]